NC1=C(N=C(C(=N1)NC(=O)C1=NC(=CC=C1)OCC)Br)Br N-(6-amino-3,5-dibromopyrazin-2-yl)-6-ethoxypyridinecarboxamide